[Na+].N(C(C(=O)[O-])CC(=O)[O-])C(C(=O)[O-])CC(=O)[O-].[Na+].[Na+].[Na+] iminodisuccinic acid sodium salt